(S)-4-boc-2-methylpiperazine C(=O)(OC(C)(C)C)N1C[C@@H](NCC1)C